FC1=C2C=CNC2=CC(=C1OC=1C=CC(=C(C1)C=1OC=C(N1)[C@@]1(COC2=C1C=CC=C2CC(=O)O)C)F)F (R)-2-(3-(2-(5-((4,6-Difluoro-1H-indol-5-yl)oxy)-2-fluorophenyl)oxazol-4-yl)-3-methyl-2,3-dihydrobenzofuran-7-yl)acetic acid